C(#N)C1=CC=2N(N=C1)C(=CC2)C2=NC=C(C(=O)NC[C@H](C(C)(C)O)F)C(=C2)NC (R)-6-(3-cyanopyrrolo[1,2-b]pyridazin-7-yl)-N-(2-fluoro-3-hydroxy-3-methylbutyl)-4-(methylamino)nicotinamide